1,2-di-Aminocyclohexane NC1C(CCCC1)N